4-(piperidin-1-yl)but-2-enamide tert-butyl-4-[1-[4-(trifluoromethoxy)phenyl]-3-(trifluoromethyl)pyrazol-4-yl]piperidine-1-carboxylate C(C)(C)(C)OC(=O)N1CCC(CC1)C=1C(=NN(C1)C1=CC=C(C=C1)OC(F)(F)F)C(F)(F)F.N1(CCCCC1)CC=CC(=O)N